C(C(=C)C)(=O)OC(CCCCC)C1=CC(=CC=C1)[N+](=O)[O-] 3-nitrophenyl-6-hexyl methacrylate